2,5-dichloro-N-(3-iodophenyl)pyrimidin-4-amine ClC1=NC=C(C(=N1)NC1=CC(=CC=C1)I)Cl